N1C(CCC2=CC=CC=C12)C1=CC=C(C=C1)C(C)(C)O 2-(4-(1,2,3,4-tetrahydroquinolin-2-yl)phenyl)propan-2-ol